tert-butyl ((1S)-(4,4-difluorocyclohexyl)(7-((5-fluoro-5-methyl-2-oxotetrahydropyrimidin-1(2H)-yl)methyl)imidazo[1,2-b]pyridazin-2-yl)methyl)carbamate FC1(CCC(CC1)[C@@H](C=1N=C2N(N=CC(=C2)CN2C(NCC(C2)(C)F)=O)C1)NC(OC(C)(C)C)=O)F